O=C1NC(CC[C@@H]1N1C(C2=CC=C(C=C2C1)N1CCN(CC1)C1CCN(CC1)C(=O)OC(C)(C)C)=O)=O tert-butyl (S)-4-(4-(2-(2,6-dioxopiperidin-3-yl)-1-oxoisoindolin-5-yl) piperazin-1-yl)piperidine-1-carboxylate